3-(sec-butyl)-4-(3-(4-(2-hydroxyethyl)piperazin-1-yl)azetidine-1-carbonyl)-1,3,4,5-tetrahydro-2H-benzo[1,4]diazepin-2-one C(C)(CC)C1C(NC2=C(CN1C(=O)N1CC(C1)N1CCN(CC1)CCO)C=CC=C2)=O